S([O-])(O)(=O)=O.OC(C)C=1NC=C[N+]1C 1-hydroxyethyl-3-methylimidazolium bisulfate